(2-chloro-5-hydroxyphenyl)-4-methoxy-2-((3-methyl-4-(1-methylpiperidin-4-yl)phenyl)amino)pyrimidine-5-carboxamide ClC1=C(C=C(C=C1)O)C1=C(C(=NC(=N1)NC1=CC(=C(C=C1)C1CCN(CC1)C)C)OC)C(=O)N